CC1=C2C(=[N+](C(=C1)NC1=NC=NC(=C1)NC1=NC=C(C=C1)C)[O-])C1(NC2=O)CCCCC1 4'-methyl-2'-((6-((5-methylpyridin-2-yl)amino)pyrimidin-4-yl)amino)-5'-oxo-5',6'-dihydrospiro[cyclohexane-1,7'-pyrrolo[3,4-b]pyridine] 1'-oxide